CN1N=C(C=C1)C=1C(=CC(=NC1)NC(C)=O)NC1=NC(=CC(=C1)OCC1COC1)S(=O)(=O)C N-(5-(1-methyl-1H-pyrazol-3-yl)-4-((6-(methylsulfonyl)-4-(oxetan-3-ylmethoxy)pyridin-2-yl)amino)pyridin-2-yl)acetamide